N-(3-fluoro-5-(3-methyl-1-(4-methyl-4H-1,2,4-triazol-3-yl)cyclobutyl)phenyl)-1,1-diphenylmethanimine FC=1C=C(C=C(C1)C1(CC(C1)C)C1=NN=CN1C)N=C(C1=CC=CC=C1)C1=CC=CC=C1